S(OC1=CC=C(C=C1)OCC1=C(C=CC(=C1)N1N=CN=C1)C#N)(=O)(=O)F 4-((2-cyano-5-(1H-1,2,4-triazol-1-yl)benzyl)oxy)phenyl sulfurofluoridate